N-(4-cyano-2-fluoro-phenyl)-5-(4-methoxy-2-methyl-phenyl)-1H-pyrrole-3-sulfonamide C(#N)C1=CC(=C(C=C1)NS(=O)(=O)C1=CNC(=C1)C1=C(C=C(C=C1)OC)C)F